ClC=1SC=C(C1N1C(N(C2=NC(=NC=C2C1)NC1=C(C=C(C=C1)C1CC(N(CC1)C)C)OC)C1=NC=C(C=C1)OC)=O)CF 3-(2-chloro-4-(fluoromethyl)thiophen-3-yl)-7-(4-(1,2-dimethylpiperidin-4-yl)-2-methoxyphenylamino)-1-(5-methoxypyridin-2-yl)-3,4-dihydropyrimido[4,5-d]pyrimidin-2(1H)-one